FC=1C=C(C=C(C1)F)C=1C2=C(N=CN1)NC(=C2)C2=CC=C(CCN1CCC3(CN(C3)C(C#C)=O)CC1)C=C2 1-(7-(4-(4-(3,5-difluorophenyl)-7H-pyrrolo[2,3-d]pyrimidin-6-yl)phenethyl)-2,7-diazaspiro[3.5]non-2-yl)prop-2-yn-1-one